C(C)(C)(C)OC(=O)N1C[C@@H](C[C@H](C1)C)O (3R,5R)-3-(hydroxy)-5-methylpiperidine-1-carboxylic acid tert-butyl ester